[NH4+].CN(CCS(=O)(=O)[O-])C.CC1(NC=CC2=CC(=CC=C12)N1N=CC=C1)C=CC#N 1-methyl-6-(1H-pyrazol-1-yl)isoquinolineAcrylonitrile dimethyl-taurate ammonium